4-(5-chloro-2-methoxy-phenyl)-N-[6-(3,4-dimethylpiperazin-1-yl)thiazolo[4,5-b]pyrazin-2-yl]-6-methyl-pyridine-3-carboxamide ClC=1C=CC(=C(C1)C1=C(C=NC(=C1)C)C(=O)NC=1SC=2C(=NC=C(N2)N2CC(N(CC2)C)C)N1)OC